FC1=C(C=CC(=C1)F)C1=NC(=NC2=NC(=C(N=C12)C)C)C1CC(OCC1)C=1C=CC(N(C1)C)=O 5-(4-(4-(2,4-difluorophenyl)-6,7-dimethylpteridin-2-yl)tetrahydro-2H-pyran-2-yl)-1-methylpyridin-2(1H)-one